C12CNCC(CC1)N2C2=NN1C(CN(CC1)C(CC1(CCCC1)C)=O)=C2 1-(2-(3,8-diazabicyclo[3.2.1]octan-8-yl)-6,7-dihydropyrazolo[1,5-a]pyrazin-5(4H)-yl)-2-(1-methylcyclopentyl)ethan-1-one